Dioxocanedion O1OC(C(CCCC1)=O)=O